NC1=NC=CC2=C1C(=C(N2C)C2=CC=C(C=C2)NC(C=C)=O)C2=CC[C@@H](CC2)C(=O)N2CCCC2 (R)-N-(4-(4-amino-1-methyl-3-(4-(pyrrolidine-1-carbonyl)cyclohex-1-en-1-yl)-1H-pyrrolo[3,2-c]pyridin-2-yl)phenyl)acrylamide